methyl 3-(4-ethyl-1-((2-(trimethylsilyl)ethoxy)methyl)-1H-pyrazol-5-yl)-5-fluorobenzoate C(C)C=1C=NN(C1C=1C=C(C(=O)OC)C=C(C1)F)COCC[Si](C)(C)C